FC(C1=CC(=C=C1C(=O)O)C)F 5-(difluoromethyl)-3-methylcyclopentene-1,4-diene-1-carboxylic acid